C1(CC1)C1=CC(=NN1)NC1=NC(=NC=C1)N1C[C@H]2CN([C@H]2C1)C(=O)OC(C)(C)C tert-Butyl (1S,5R)-3-[4-[(5-Cyclopropyl-1H-pyrazol-3-yl)amino]pyrimidin-2-yl]-3,6-diazabicyclo[3.2.0]heptane-6-carboxylate